C(#N)[C@H](CC1=CC=C(C=C1)C=1C=CC2=C(N(C(O2)=O)C)C1)NC(=O)[C@H]1OC[C@@](CNC1)(C)OCC(C)C (2S,6S)-N-((S)-1-cyano-2-(4-(3-methyl-2-oxo-2,3-dihydrobenzo[d]oxazol-5-yl)phenyl)ethyl)-6-isobutoxy-6-methyl-1,4-oxazepane-2-carboxamide